COC(=O)C1=C(C=NC=C1)NC[C@@H]1CCCC2=CC(=CC=C12)S(=O)(=O)C1=CC(=CC=C1)C 3-({[(1R)-6-(3-methylbenzenesulfonyl)-1,2,3,4-tetrahydronaphthalen-1-yl]methyl}amino)pyridine-4-carboxylic acid methyl ester